FC1=NC(=CC=C1NC(=O)[C@H]1C(N(C[C@@H]1C1=CC(NN1C)C(F)(F)F)C)=O)F (3S,4R)-N-(2,6-difluoro-3-pyridyl)-1-methyl-4-[1-methyl-3-(trifluoromethyl)-3H-pyrazol-5-yl]-2-oxo-pyrrolidine-3-carboxamide